2-[[5-(2-isopropylphenyl)pyrazolo[4,3-d]pyrimidin-1-yl]methoxy]ethyl-trimethyl-silane C(C)(C)C1=C(C=CC=C1)C=1N=CC2=C(N1)C=NN2COCC[Si](C)(C)C